Tetrabenzoyl-germanium C(C1=CC=CC=C1)(=O)[Ge](C(C1=CC=CC=C1)=O)(C(C1=CC=CC=C1)=O)C(C1=CC=CC=C1)=O